N[C@H](C(=O)O)C (S)-2-aminopropionic acid